tert-butyl (1-((1-(3-hydroxy-4-nitrophenyl)piperidin-4-yl)methyl)piperidin-4-yl)carbamate OC=1C=C(C=CC1[N+](=O)[O-])N1CCC(CC1)CN1CCC(CC1)NC(OC(C)(C)C)=O